ClC=1C=C(C=CC1F)C(COC(C(C)(C)C)=O)(C)N=C=S 2-(3-chloro-4-fluorophenyl)-2-isothiocyanatopropyl-2,2-dimethylpropionate